C(C)(C)(C)C1=NN(C(=C1)OC1=NC(=CC=C1)Cl)C 2-{[3-(tert-butyl)-1-methyl-1H-pyrazol-5-yl]oxy}-6-chloropyridine